C(C)(=O)NC=1C=C(C=CC1)C1=CC=C2C(=N1)N(C(=N2)C=2C(=NC=CC2)N)C2=CC=C(CNC(=O)C=1C=C(C=CC1)CC(=O)O)C=C2 2-(3-((4-(5-(3-acetamidophenyl)-2-(2-aminopyridin-3-yl)-3H-imidazo[4,5-b]pyridin-3-yl)benzyl)carbamoyl)phenyl)acetic acid